FC1=C(CN2CCN(C3=CC=CC=C23)C(=O)NC2CN(CC2)C)C=CC=C1 4-(2-fluorobenzyl)-N-(1-methylpyrrolidin-3-yl)-3,4-Dihydroquinoxaline-1(2H)-carboxamide